C(C)C=1N(C=C(N1)C)CCC#N 2-ethyl-4-methyl-1H-imidazole-1-propanenitrile